3-methyl-1-(3-(trifluoromethyl)phenyl)-1H-indazol-5-amine CC1=NN(C2=CC=C(C=C12)N)C1=CC(=CC=C1)C(F)(F)F